C1(CCC1)OC1=C(C(=O)O)C(=CC(=C1)C1=NC=NC(=C1)NCCC1=C(OC2=C1C(=C(C=C2OC)F)F)C)F 2-Cyclobutoxy-4-{6-[2-(4,5-difluoro-7-methoxy-2-methyl-benzofuran-3-yl)-ethyl-amino]-pyrimidin-4-yl}-6-fluoro-benzoic acid